CC=CCSSSOSSSCC=CC methyl-allyl-trithioether